OC[C@H]1CN(CCC1)C(=O)O.C(CCC)OC1=C(C=CC=C1)NC(\C=C\C1=C(C=C(C=C1)OC)C)=O (E)-N-(2-butoxyphenyl)-3-(4-methoxy-2-methylphenyl)acrylamide (3R)-3-Hydroxymethyl-piperidine-1-carboxylate